tert-butyl (2-(1H-indol-3-yl)-2-oxo-1-phenylethyl)(4-chlorophenethyl)carbamate N1C=C(C2=CC=CC=C12)C(C(C1=CC=CC=C1)N(C(OC(C)(C)C)=O)CCC1=CC=C(C=C1)Cl)=O